ClC1=C(CN2CCCCC2)C=CC=C1Cl 1-(2,3-dichlorobenzyl)piperidin